C(C)SC1=NOC(C1)(C)C 3-(ethylthio)-5,5-dimethyl-4,5-dihydro-1,2-oxazole